FC1CC(N(C1)C(CC=1C=NOC1)=O)C(=O)NC(C1=CC=C(C=C1)C(C)C)C1=CC=CC=C1 4-fluoro-1-[2-(1,2-oxazol-4-yl)acetyl]-N-{phenyl-[4-(prop-2-yl)phenyl]methyl}pyrrolidine-2-carboxamide